4-(3,8-diazabicyclo[3.2.1]octan-8-yl)benzonitrile dihydrochloride Cl.Cl.C12CNCC(CC1)N2C2=CC=C(C#N)C=C2